(2S)-4-[[5-chloro-3-[[5-[(1R)-1-hydroxyethyl]-1,3,4-oxadiazol-2-yl]amino]-2-methyl-phenyl]methyl]-2-methyl-piperazine-1-carboxylic acid isopropyl ester C(C)(C)OC(=O)N1[C@H](CN(CC1)CC1=C(C(=CC(=C1)Cl)NC=1OC(=NN1)[C@@H](C)O)C)C